BrC1=NN(C(=N1)Br)C1CC1 3,5-dibromo-1-cyclopropyl-1H-1,2,4-triazole